C(#N)C1(CC1)[C@@H](C1=CC=2N(N=C1)C=C(N2)[C@@H](NC(=O)C2=NON=C2C)C2CCC(CC2)(F)F)NC(C(CC2CC2)(F)F)=O |o1:5| N-((S)-(7-((R*)-(1-Cyanocyclopropyl)(3-cyclopropyl-2,2-difluoropropanamido)methyl)imidazo[1,2-b]pyridazin-2-yl)(4,4-difluorocyclohexyl)methyl)-4-methyl-1,2,5-oxadiazole-3-carboxamide